[Br-].C(CCCCCCCCC)C1=NC=CC2=CC=CC=C12 decyl-isoquinoline bromide